((2S,3R,6R)-3-(((5-Chloropyridin-2-yl)amino)methyl)-2,6-dimethylmorpholino-5,5-d2)(4-(5-fluoropyrimidin-2-yl)-1,5-dimethyl-1H-pyrazol-3-yl)methanone ClC=1C=CC(=NC1)NC[C@@H]1[C@@H](O[C@@H](C(N1C(=O)C1=NN(C(=C1C1=NC=C(C=N1)F)C)C)([2H])[2H])C)C